FC1(CCN(CC1)C=1N=C(C=C2C1OCC2)C=2C=NN(C2)C2=C(C=C(C=C2)[N+](=O)[O-])N2CCC1(CC1)CC2)F 7-(4,4-difluoropiperidin-1-yl)-5-(1-(4-nitro-2-(6-azaspiro[2.5]octan-6-yl)phenyl)-1H-pyrazol-4-yl)-2,3-dihydrofurano[2,3-c]pyridine